CC1=NC(=CC(=C1)CCC1=CC(=C(C(=C1)OC)OC)OC)C 2,6-dimethyl-4-(3,4,5-trimethoxyphenethyl)pyridine